O1CCC(CC1)C1=NC2=CC=CC=C2C(=C1)C#N 2-tetrahydropyran-4-yl-quinoline-4-carbonitrile